5-(4-chlorophenyl)-2-hydroxy-3-methyl-6-(pyridin-4-yl)pyrimidin-4(3H)-one ClC1=CC=C(C=C1)C=1C(N(C(=NC1C1=CC=NC=C1)O)C)=O